C(C)(=O)C1=CC=C(C=C1)NC(C1=C(C=CC=C1)NC1=CC=NC2=CC(=CC=C12)C(F)(F)F)=O N-(4-acetylphenyl)-2-[(7-trifluoromethylquinolin-4-yl)amino]benzamide